tert-butyl (S)-6-phenyl-4-azaspiro[2.4]heptane-4-carboxylate C1(=CC=CC=C1)[C@H]1CN(C2(CC2)C1)C(=O)OC(C)(C)C